CP(=O)(C)C1=C(C=CC=C1)C1=CC(=C(C(=C1)F)N1C([C@@H](CCC1)NC(NC1=CC=C(C=C1)OC)=O)=O)F 3-[(3R)-1-[2'-(Dimethylphosphoryl)-3,5-difluoro-[1,1'-biphenyl]-4-yl]-2-oxopiperidin-3-yl]-1-(4-methoxyphenyl)urea